(S)-4-bromo-7-chloro-5-(4-((1-(3-fluoropropyl) pyrrolidin-3-yl) oxy) phenyl)-2,3-dihydrobenzo[b]oxepin-8-yl pivalate C(C(C)(C)C)(=O)OC=1C(=CC2=C(OCCC(=C2C2=CC=C(C=C2)O[C@@H]2CN(CC2)CCCF)Br)C1)Cl